3-(5-(3-hydroxy-8-azabicyclo[3.2.1]octan-3-yl)-1-oxoisoindolin-2-yl)piperidine-2,6-dione OC1(CC2CCC(C1)N2)C=2C=C1CN(C(C1=CC2)=O)C2C(NC(CC2)=O)=O